2-amino-N-[2-(2,6-dioxopiperidin-3-yl)-1-oxo-3H-isoindol-5-yl]-1H-1,3-benzodiazole-5-carboxamide NC1=NC2=C(N1)C=CC(=C2)C(=O)NC=2C=C1CN(C(C1=CC2)=O)C2C(NC(CC2)=O)=O